FC(C1=CC=C(C=C1)N1N=NC(=C1COC1=CC=C(N=N1)N1CC(NC(C1)=O)=O)C)F 4-(6-((1-(4-(Difluoromethyl)phenyl)-4-methyl-1H-1,2,3-triazol-5-yl)methoxy)pyridazine-3-yl)piperazine-2,6-dione